C(C)(C)(C)N(C(O)=O)C1CCN(CC1)CC#CC1=CC=CC=2N(C(N(C21)C)=O)C2C(NC(CC2)=O)=O.ON2C(C(CC2=O)S(=O)(=O)O)=O N-hydroxysulfosuccinimide tert-Butyl-(1-(3-(1-(2,6-dioxopiperidin-3-yl)-3-methyl-2-oxo-2,3-dihydro-1H-benzo[d]imidazol-4-yl)prop-2-yn-1-yl)piperidin-4-yl)carbamate